C(C)[C@]1(C(OCC=2C(N(C=CC21)CC=2N1C3=C(C=C(C=C3C(C2I)=C=O)F)\C(\CC1)=N/OC)=O)=O)O (S,Z)-4-ethyl-7-((9-fluoro-2-iodo-7-(methoxyimino)-1-carbonyl-6,7-dihydro-1H,5H-pyrido[3,2,1-ij]quinolin-3-yl)methyl)-4-hydroxy-1,7-dihydro-3H-pyrano[3,4-c]pyridine-3,8(4H)-dione